N-[(5-cyclopropyl-2-isopropyl-pyrazol-3-yl)methyl]cyclopropanamine C1(CC1)C=1C=C(N(N1)C(C)C)CNC1CC1